[C@H]1(OCCC2=CC=CC=C12)C=1C=C(SC1C)C=O 4-[(1R)-3,4-Dihydro-1H-isochromen-1-yl]-5-methylthiophene-2-carbaldehyde